CC1=C(OC2=C(C1=O)C=C(C=C2[C@@H](C)NC2=C(C=CC=C2)C2=NN=CN2)C)C2=CC=CC=C2 3,6-dimethyl-2-phenyl-8-[(1R)-1-[2-(4H-1,2,4-triazol-3-yl)anilino]ethyl]benzopyran-4-one